4-(3,3-difluoro-pyrrolidine-1-carbonyl)-2-(6-fluoro-1-methyl-1H-indol-4-yl)-6,7-dimethoxyisoquinolin-1(2H)-one FC1(CN(CC1)C(=O)C1=CN(C(C2=CC(=C(C=C12)OC)OC)=O)C1=C2C=CN(C2=CC(=C1)F)C)F